C(C)C1=CC=C(C=C1)CCCCC1=CC2=C(OCC(N2)=O)C=C1 6-(4-(4-ethylphenyl)butyl)-2H-benzo[b][1,4]oxazin-3(4H)-one